2-(3,5-dimethyl-4-((2'-oxospiro[cyclobutane-1,3'-indolin]-5'-yl)oxy)phenyl)-3,5-dioxo-2,3,4,5-tetrahydro-1,2,4-triazine-6-carbonitrile CC=1C=C(C=C(C1OC=1C=C2C3(C(NC2=CC1)=O)CCC3)C)N3N=C(C(NC3=O)=O)C#N